N(=C=S)C1=C(C=CC(=C1)OC)OC 2-isothiocyanato-1,4-dimethoxybenzene